NCC[C@@H](OC1=C(C#N)C=C(C(=C1)Cl)F)C1=CC=CC=C1 2-((R)-3-amino-1-phenyl-propoxy)-4-chloro-5-fluorobenzonitrile